BrC=1C=C(C=CC1)C(C(=O)O)(O)C1CCC1 2-(3-bromophenyl)-2-cyclobutyl-2-hydroxy-acetic acid